C(C=C)(=O)N1C(CN(CC1)C1=NC(=NC=2CC(CCC12)N1CCC2=CC=CC=C12)NC1CCNCC1)CC#N 2-(1-acryloyl-4-(7-(indolin-1-yl)-2-(piperidin-4-ylamino)-5,6,7,8-tetrahydroquinazolin-4-yl)piperazin-2-yl)acetonitrile